[W](Br)(Br)(Br)(Br)Br Tungsten(V) bromide